NC=1C=CC(=C(C1)SC1=CN=C(C(N1)=O)N1CCC(CC1)(C)CN)Cl 6-((5-Amino-2-chlorophenyl)thio)-3-(4-(aminomethyl)-4-methylpiperidin-1-yl)pyrazin-2(1H)-on